C(C)(C)(C)OC(=O)N1CC2(C1)CC(C2)C(N[C@H](C(=O)OC)CC2=CC=C(C=C2)OC)=O (S)-6-((1-methoxy-3-(4-methoxyphenyl)-1-oxopropan-2-yl)carbamoyl)-2-azaspiro[3.3]heptane-2-carboxylic acid tert-butyl ester